methyl 4-bromo-1-(tetrahydro-2H-pyran-2-yl)-1H-pyrazole-3-carboxylate BrC=1C(=NN(C1)C1OCCCC1)C(=O)OC